2-Phenoxy-1-methylethanol O(C1=CC=CC=C1)CC(O)C